FC1(CC1)C1=NSC(=N1)C1=NN=C2N1CCN([C@@H]2C)C(=O)C2=CC=C(C=C2)F (R)-(3-(3-(1-fluorocyclopropyl)-1,2,4-thiadiazol-5-yl)-8-methyl-5,6-dihydro-[1,2,4]triazolo[4,3-a]pyrazin-7(8H)-yl)(4-fluorophenyl)methanone